N-(pyridin-3-ylmethyl)pyrimido[1',6':1,5]pyrazolo[4,3-c][1,7]naphthyridin-6-amine N1=CC(=CC=C1)CNC1=NC2=CN=CC=C2C=2C1=C1N(N2)C=NC=C1